COC(C1=CC(=C(C(=C1)[N+](=O)[O-])NC)OC(F)F)=O 3-(Difluoromethoxy)-4-(methylamino)-5-nitrobenzoic acid methyl ester